6-methyl-1-(1-phenylethenyl)-1H-benzo[d][1,2,3]Triazole CC=1C=CC2=C(N(N=N2)C(=C)C2=CC=CC=C2)C1